ethyl 1-acetylcyclopropane-1-carboxylate C(C)(=O)C1(CC1)C(=O)OCC